3-(((5-chloro-3-(difluoromethyl)-1-(2,4-difluorophenyl)-1H-pyrazol-4-yl)methyl)thio)-5-ethyl-5-methyl-4,5-dihydroisoxazole ClC1=C(C(=NN1C1=C(C=C(C=C1)F)F)C(F)F)CSC1=NOC(C1)(C)CC